N1=C(C=CC=C1)C=1C=C2C(=NC1)N(C(N2)=O)[C@H](CS(=O)(=O)C)C2=NC(=C(C=C2)OC)OCC (S)-6-(pyridin-2-yl)-3-(1-(6-ethoxy-5-methoxypyridin-2-yl)-2-(methylsulfonyl)ethyl)-1H-imidazo[4,5-b]pyridin-2(3H)-one